(1S,3'R,6'R,9'E)-6-chloro-3,4-dihydro-2H,15'H-spiro[naphthalene-1,22'-[20]oxa[13]thia[1,14]diazatetracyclo[14.7.2.03,6.019,24]pentacosa[10,16,18,24]tetraen]-15'-one 13',13'-dioxide ClC=1C=C2CCC[C@]3(COC4=CC=C5C(NS(CC=CCCC[C@@H]6CC[C@H]6CN(C3)C4=C5)(=O)=O)=O)C2=CC1